(S)-5-aminopiperidin N[C@H]1CCCNC1